2-phenyl-9-(3'-(9-phenyl-9-(pyridin-3-yl)-9H-fluoren-2-yl)-[1,1'-biphenyl]-3-yl)-1,10-phenanthroline C1(=CC=CC=C1)C1=NC2=C3N=C(C=CC3=CC=C2C=C1)C=1C=C(C=CC1)C1=CC(=CC=C1)C1=CC=2C(C3=CC=CC=C3C2C=C1)(C=1C=NC=CC1)C1=CC=CC=C1